6-Chloro-7-((4-cyano-2-fluorobenzyl)oxy)-3,4-dihydroisoquinoline ClC=1C=C2CCN=CC2=CC1OCC1=C(C=C(C=C1)C#N)F